(R)-N-(2-(2,4-difluorobenzyl)-4,4,4-trifluorobutyl)-1-methyl-5-oxo-4,5-dihydro-1H-1,2,4-triazole-3-carboxamide FC1=C(C[C@@H](CNC(=O)C2=NN(C(N2)=O)C)CC(F)(F)F)C=CC(=C1)F